5-(4-((tert-butoxycarbonyl)amino)-1-methyl-1H-pyrrole-2-carboxamido)benzo-[b]Thiophene-2-carboxylic acid methyl ester COC(=O)C1=CC2=C(S1)C=CC(=C2)NC(=O)C=2N(C=C(C2)NC(=O)OC(C)(C)C)C